((5-(1-benzyl-1H-indol-6-yl)furan-2-yl)methyl)-8-(2-chloroacetyl)-1-thia-4,8-diazaspiro[4.5]decan-3-one C(C1=CC=CC=C1)N1C=CC2=CC=C(C=C12)C1=CC=C(O1)CC1SC2(NC1=O)CCN(CC2)C(CCl)=O